C(C)N1N=C(C=C1C(=O)N)C 1-ethyl-3-methylpyrazole-5-formamide